C(C)OC=1C(=NC(=C(C1)N1[C@@H](CN(CC1)C(C1=C(C=C(C=C1)F)C(F)(F)F)=O)CC)C(=O)N[C@H]1CNCC1)C=1C=NC=CC1 ethoxy-5-[(2R)-2-ethyl-4-[4-fluoro-2-(trifluoromethyl)benzoyl]piperazin-1-yl]-N-[(3R)-pyrrolidin-3-yl]-[2,3'-bipyridine]-6-carboxamide